C(C=C)(=O)OC(COC1=CC=C(C=C1)N=NC1=C(C=C(C=C1)O)O)COC 1-(4-((2,4-dihydroxyphenyl) diazenyl) phenoxy)-3-methoxyprop-2-yl acrylate